C(=O)O.FC=1C2=C(C=NC1)C(=CS2)C#N 7-fluorothieno[3,2-c]pyridine-3-carbonitrile formate